ClC1=CC=C(C(=N1)C(=O)O)N[C@@H](C)C=1C=C(C=C2C(N(C(=NC12)N1CCN(CC1)C(=O)C1CC1)C)=O)C (S)-6-Chloro-3-((1-(2-(4-(cyclopropanecarbonyl)piperazin-1-yl)-3,6-dimethyl-4-oxo-3,4-dihydroquinazolin-8-yl)ethyl)amino)picolinic acid